[K].C(C(=O)O)(=O)O oxalic acid potassium